8-[(2,5-difluoro-4-methylphenyl)methyl]-[1,2,4]triazolo[1,5-a]pyrazine-6-carbonitrile FC1=C(C=C(C(=C1)C)F)CC=1C=2N(C=C(N1)C#N)N=CN2